FC(CN1N=C2C(N(C(N(C2)C2CCN(CC2)C2=C(C=CC=C2C)F)=O)CC2=C(C=CC=C2)C(F)(F)F)=C1)(C)F 2-(2,2-Difluoro-propyl)-6-[1-(2-fluoro-6-methyl-phenyl)-piperidin-4-yl]-4-(2-trifluoromethyl-benzyl)-2,4,6,7-tetrahydro-pyrazolo[4,3-d]pyrimidin-5-on